P(O\C=C\[C@H]1O[C@H]([C@@H]([C@@H]1O)CCC)N1C(N(C(C=C1)=O)C(C1=CC=CC=C1)=O)=O)([O-])=O ((E)-2-((2r,3s,4r,5r)-5-(3-benzoyl-2,4-dioxo-3,4-dihydropyrimidin-1(2H)-yl)-3-hydroxy-4-propyltetrahydrofurane-2-yl) vinyl) phosphonate